8-(2-azabicyclo[2.1.1]hexan-2-yl)-7-(1-(1-ethoxyethyl)-1H-pyrazol-4-yl)-N-((R)-1-fluoropropan-2-yl)-[1,2,4]triazolo[1,5-c]pyrimidin-2-amine C12N(CC(C1)C2)C=2C=1N(C=NC2C=2C=NN(C2)C(C)OCC)N=C(N1)N[C@@H](CF)C